(2R,3S)-2-((E)-3-(5-bromo-4-methyl-1H-benzo[d]imidazol-1-yl)-2-methylprop-1-en-1-yl)piperidin-3-ol dihydrochloride Cl.Cl.BrC1=C(C2=C(N(C=N2)C/C(=C/[C@H]2NCCC[C@@H]2O)/C)C=C1)C